1-(Bis(4H-benzo[d][1,3]dioxin-6-yl)methyl)piperazine O1COCC2=C1C=CC(=C2)C(N2CCNCC2)C2=CC1=C(OCOC1)C=C2